(7R,9aR)-7-(1-bromo-8-((2,4-dimethoxybenzyl)amino)imidazo[1,5-a]pyrazin-3-yl)tetrahydro-1H-[1,4]oxazino[3,4-c][1,4]oxazin-4(3H)-one BrC=1N=C(N2C1C(=NC=C2)NCC2=C(C=C(C=C2)OC)OC)[C@H]2CN1[C@@H](CO2)COCC1=O